C1(=CC=CC=C1)P(C(C1=C(C=C(C=C1C)C)C)=O)(C1=CC=CC=C1)=O diphenyl-(2,4,6-Trimethylbenzoyl)Phosphorus Oxide